2-(2-ethylhexyl)-1,3-Dimethoxypropane C(C)C(CC(COC)COC)CCCC